4-[4-(4-chlorophenyl)-5-[2-(trifluoromethyl)phenyl]pyrazol-1-yl]-N-[2-(dimethylamino)ethyl]-benzamide ClC1=CC=C(C=C1)C=1C=NN(C1C1=C(C=CC=C1)C(F)(F)F)C1=CC=C(C(=O)NCCN(C)C)C=C1